COC=1C=C(C=C(C1)OC)N1C(CNC(C1)=O)=O 1-(3,5-dimethoxyphenyl)piperazine-2,5-dione